furamidopurine O1C(=CC=C1)C(=O)NC1=NC=C2NC=NC2=N1